2,6-di-t-butyl-4-methylphenyl-isodecylpentaerythritol diphosphite OP(O)OP(O)O.C(C)(C)(C)C1=C(C(=CC(=C1)C)C(C)(C)C)C(O)(C(CO)(CO)CO)CCCCCCCC(C)C